5-bromo-N,4-dimethylpyridine-3-carboxamide BrC=1C(=C(C=NC1)C(=O)NC)C